tert-butyl 4-(6-(4-(4-isopropylpiperazin-1-yl)phenyl)-1-methyl-2-(4-(methylsulfonyl)phenyl)-1H-benzo[d]imidazol-4-yl)-3,6-dihydropyridine-1(2H)-carboxylate C(C)(C)N1CCN(CC1)C1=CC=C(C=C1)C=1C=C(C2=C(N(C(=N2)C2=CC=C(C=C2)S(=O)(=O)C)C)C1)C=1CCN(CC1)C(=O)OC(C)(C)C